CNCC monomethylaminoethane